FC1=C(C=CC=2N(C(=NC21)CNC2=NC(=NC=1N2N=CC1C=1SC=CN1)N1CCOCC1)COCC[Si](C)(C)C)F N-[(4,5-difluoro-1-{[2-(trimethylsilyl)ethoxy]methyl}-1H-benzimidazol-2-yl)methyl]-2-(morpholin-4-yl)-8-(1,3-thiazol-2-yl)pyrazolo[1,5-a][1,3,5]triazin-4-amine